4-chloro-2-(2,5-dimethoxypyridin-4-yl)benzonitrile ClC1=CC(=C(C#N)C=C1)C1=CC(=NC=C1OC)OC